2-(6-(Benzyloxy)-2,3-dichlorophenyl)-2,7-diazaspiro[3.5]nonane-7-carboxylic acid tert-butyl ester C(C)(C)(C)OC(=O)N1CCC2(CN(C2)C2=C(C(=CC=C2OCC2=CC=CC=C2)Cl)Cl)CC1